S1C2=C(C=C1)C(=CC=C2)CN2CC(N(CC2)C2CC1(C2)CCN(CC1)C(=O)[O-])C1=C(C=CC=C1)C(C)C 2-(4-(benzo[b]thiophen-4-ylmethyl)-2-(2-isopropylphenyl) piperazin-1-yl)-7-azaspiro[3.5]nonane-7-carboxylate